ClC=1C=C2C(=NC1OC)C(=C(N2C)C2=NNC(=N2)[C@@H](COC)N(C)C)N2C=NC=C2 (S)-1-(3-(6-chloro-3-(1H-imidazol-1-yl)-5-methoxy-1-methyl-1H-pyrrolo[3,2-b]-pyridin-2-yl)-1H-1,2,4-triazol-5-yl)-2-methoxy-N,N-dimeth-ylethan-1-amine